C(CCCCCCCCCCCCCCCCCCCCC)OS(=O)(=O)[O-].[NH4+] ammonium docosylsulfate